5-ethyl-2,2-dimethyl-5-[3-(4-nitrophenoxy)propoxy]-1,3-dioxane C(C)C1(COC(OC1)(C)C)OCCCOC1=CC=C(C=C1)[N+](=O)[O-]